ClC1=NC=CC(=N1)C1=C(C=CC(=C1)S(=O)(=O)C)F 2-chloro-4-(2-fluoro-5-(methylsulfonyl)phenyl)pyrimidine